2-(2H-1,2,3-benzotriazole-2-yl)-N,N-dibenzylaniline N=1N(N=C2C1C=CC=C2)C2=C(N(CC1=CC=CC=C1)CC1=CC=CC=C1)C=CC=C2